NC1=NC=CC=C1C1=NC=2C(=NC(=CC2)C2=CC=CC=C2)N1C1=CC(=C(C=C1)C1CN(C1)C(C)C1=CC=C(C(=O)O)C=C1)F 4-(1-(3-(4-(2-(2-aminopyridin-3-yl)-5-phenyl-3H-imidazo[4,5-b]pyridin-3-yl)-2-fluorophenyl)azetidin-1-yl)ethyl)benzoic acid